COCCOCCOCCOCCOCCOCCOCCOCCOCCOCCOCCOCCOCCOCCOCCOCCOCCOCCOCCOCCOCCOCCOCCCC(=O)OC1CNC(C1)C(NCC1=CC=C(C=C1)C1=C(N=CS1)C)=O 5-((4-(4-methylthiazol-5-yl)benzyl)carbamoyl)pyrrolidin-3-yl 2,5,8,11,14,17,20,23,26,29,32,35,38,41,44,47,50,53,56,59,62,65,68-tricosaoxadoheptacontan-72-oate